COC(C1=C(N=C(C=C1C)N1CC(N(CC1)C(=O)C=1N=C2C(=NC1)N(CC2(C)C)C2=CC(=C(C(=C2)F)Cl)F)(C)C)C)=O 6-(4-(5-(4-chloro-3,5-difluorophenyl)-7,7-dimethyl-6,7-dihydro-5H-pyrrolo[2,3-b]pyrazine-2-carbonyl)-3,3-dimethylpiperazin-1-yl)-2,4-dimethylnicotinic acid methyl ester